BrC1=C2C(=NC=C1)N(C=C2)CC(=O)N 2-(4-bromo-1H-pyrrolo[2,3-b]pyridin-1-yl)acetamide